O1C(=CC=C1)C=1C=C2C=C(C(OC2=C(C1)[N+](=O)[O-])=O)C#N 6-(furan-2-yl)-8-nitro-2-oxo-2H-chromen-3-carbonitrile